γ-(3-pyridinylmethyl)-proline N1=CC(=CC=C1)CC1C[C@H](NC1)C(=O)O